6-((4-methoxybenzyl)amino)-2-methylthiazolo[4,5-b]pyrazine-5-carbonyl chloride COC1=CC=C(CNC=2N=C3C(=NC2C(=O)Cl)N=C(S3)C)C=C1